C(C)(=O)C1=NN(C2=C(C=C(C=C12)C=1C=NC(=NC1)C(=O)O)C)CC(=O)N1[C@@H]2C[C@@]2(C[C@H]1C(NC1=NC(=CC=C1C)Br)=O)C 5-(3-acetyl-1-(2-((1R,3S,5R)-3-((6-bromo-3-methylpyridin-2-yl)carbamoyl)-5-methyl-2-azabicyclo[3.1.0]hexan-2-yl)-2-oxoethyl)-7-methyl-1H-indazol-5-yl)pyrimidine-2-carboxylic acid